CC(C)C1=C(C(=C(C=C1)C(=O)O)O)O 2,3-Dihydroxy-p-cumic acid